ClC=1C=C(C=CC1)[C@@H](C(=O)N1[C@@H]2CC([C@H]([C@H]1C(=O)N[C@@H](C[C@H]1C(NCC1)=O)C#N)CC2)(F)F)O (1S,3S,4S)-2-((S)-2-(3-chlorophenyl)-2-hydroxyacetyl)-N-((S)-1-cyano-2-((S)-2-oxopyrrolidin-3-yl)ethyl)-5,5-difluoro-2-azabicyclo[2.2.2]octane-3-carboxamide